2-morpholinoethyl 4-(7-(1H-1,2,3-triazol-4-yl)-9H-fluoren-2-yl)-1H-1,2,3-triazole-5-carboxylate N1N=NC(=C1)C1=CC=C2C=3C=CC(=CC3CC2=C1)C=1N=NNC1C(=O)OCCN1CCOCC1